4-(3-((1-Benzylpiperidin-4-yl)amino)propoxy)-7-(pyridin-4-yl)-2H-chromen-2-one C(C1=CC=CC=C1)N1CCC(CC1)NCCCOC1=CC(OC2=CC(=CC=C12)C1=CC=NC=C1)=O